OC1=C(C(=C(C(=C1C(=O)O)O)C(=O)O)O)C(=O)O 1,3,5-trihydroxy-2,4,6-benzenetricarboxylic acid